OCCS(=O)(=O)CC1(COC1)CCCC(C([2H])([2H])[2H])(C(=O)NNC)C=1C=C(C=CC1)C[C@@H](C(=O)OC)C methyl (2S)-3-(3-(5-(3-(((2-hydroxyethyl)sulfonyl) methyl)oxetan-3-yl)-2-(2-methylhydrazine-1-carbonyl)pentan-2-yl-1,1,1-d3)phenyl)-2-methylpropanoate